C(C=C([2H])[2H])(=O)N (3,3-2H2)prop-2-enamide